1,6-diisocyanato-3-isocyanatomethylhexane N(=C=O)CCC(CCCN=C=O)CN=C=O